NC1=NC(=NC=C1C(C)C)C=1C=C2C=CN(C(C2=CC1F)=O)CCC[C@H](C)NC=1C=NNC(C1C(F)(F)F)=O (S)-6-(4-amino-5-isopropylpyrimidin-2-yl)-7-fluoro-2-(4-((6-oxo-5-(trifluoromethyl)-1,6-dihydropyridazin-4-yl)amino)pentyl)isoquinolin-1(2H)-one